C(C)(C)(C)C=1C=C2C(C(=COC2=CC1)C=O)=O 6-TERT-BUTYL-4-OXO-4H-CHROMENE-3-CARBALDEHYDE